N1=CC=CC2=C1C1=C(CCCCCCC2)N=CC=C1 dipyridocycloundecane